Cl.COC1=NC=NC(=C1)N1[C@H](CNCC1)C (S)-4-methoxy-6-(2-methylpiperazin-1-yl)pyrimidine hydrochloride